N[C@@H](CC)C1=C2C=C(N=CC2=C(C=C1)OC1CN(C1)C(=O)[C@H]1[C@H](C1)F)NC1=CC=C2C(=N1)[C@H](C(OC2=O)(C)C)C (R)-2-((5-((S)-1-aminopropyl)-8-((1-((1S,2S)-2-fluorocyclopropane-1-carbonyl)azetidin-3-yl)oxy)isoquinolin-3-yl)amino)-7,7,8-trimethyl-7,8-dihydro-5H-pyrano[4,3-b]pyridin-5-one